FC=1C(=CC=2C3=C(C=NC2C1)N(C(C31CCC1)=O)C)C=1C=C(C(=NC1)OCCN(C(OC(C)(C)C)=O)CCF)NS(=O)(=O)C tert-Butyl (2-((5-(7'-fluoro-3'-methyl-2'-oxo-2',3'-dihydrospiro[cyclobutane-1,1'-pyrrolo[2,3-c]quinolin]-8'-yl)-3-(methylsulfonamido)pyridin-2-yl)oxy)ethyl)(2-fluoroethyl)carbamate